C1(=CC=C(C=C1)C(=O)Cl)C1=CC=C(C=C1)C(=O)Cl biphenyl-4,4'-dicarboxylic acid chloride